C[C@@H](CC)OC1=CC=C(C=C1)[C@H](CC(=O)O)C#CC (3S)-3-{4-[(2S)-but-2-yloxy]Phenyl}hex-4-ynoic acid